C(C(=C)C)(=O)OCCOC(=O)C1=CC=2C(=NN(N2)C2=C(C(=CC(=C2)OC)C(C)(C)C)O)C=C1 2-(3-tert-butyl-2-hydroxy-5-methoxyphenyl)-2H-benzotriazole-5-carboxylic acid-2-methacryloyloxyethyl ester